NC1=C(C(=NN1C(C)C)C=1C=NC(=CC1)CC(=O)NC1=CC(=C(C=C1)CN1CCN(CC1)C)C(F)(F)F)C(=O)N 5-Amino-1-isopropyl-3-[6-[2-[4-[(4-methylpiperazin-1-yl)methyl]-3-(trifluoromethyl)anilino]-2-oxo-ethyl]-3-pyridyl]pyrazole-4-carboxamide